2-[[4-(3-methoxypropoxy)-3-methylpyridin-2-yl]-methylsulfanyl]-1H-benzimidazole COCCCOC1=C(C(=NC=C1)CSC1=NC2=C(N1)C=CC=C2)C